N1C(=NC2=C1C=CC=C2)C(CC(C)C)NS(=O)(=O)C2=CC=C(C=C2)S(=O)(=O)NC=2C=CC(=C1C(=CNC21)Cl)Cl N1-(1-(1H-benzo[d]imidazol-2-yl)-3-methylbutyl)-N4-(3,4-dichloro-1H-indol-7-yl)benzene-1,4-disulfonamide